[N+](=O)([O-])C1=CC2=C(N=C(S2)NC(OC(C)(C)C)=O)C=C1 tert-butyl (6-nitrobenzo[d]thiazol-2-yl)carbamate